S1S[C@@H](CC1)CCCCC(=O)N1[C@@H]([C@H]([C@@H]([C@H](C1)O)O)O)CO 5-((R)-1,2-dithiolan-3-yl)-1-((2R,3R,4R,5S)-3,4,5-trihydroxy-2-(hydroxymethyl)piperidin-1-yl)pentan-1-one